N-tert-butyl-2-{phenyl[2-(pyridin-2-yl)-5H,6H,7H-cyclopenta[d]pyrimidin-4-yl]amino}propenamide C(C)(C)(C)NC(C(=C)N(C=1C2=C(N=C(N1)C1=NC=CC=C1)CCC2)C2=CC=CC=C2)=O